benzyl (R)-2-(2-((tert-butoxycarbonyl)amino)((triethylsilyl)oxy)butyl)-1-methylhydrazine-1-carboxylate C(C)(C)(C)OC(=O)N[C@@H](CNN(C(=O)OCC1=CC=CC=C1)C)CCO[Si](CC)(CC)CC